((4-(isocyanomethyl)-1,2-phenylene)bis(oxy))bis(tert-butyldimethylsilane) [N+](#[C-])CC1=CC(=C(C=C1)O[Si](C)(C)C(C)(C)C)O[Si](C)(C)C(C)(C)C